BrC1=NN(C(=C1)C=C(C(=O)[O-])C#N)C1=NC=CC=C1Cl 3-(3-bromo-1-(3-chloro-2-pyridinyl)-1H-pyrazol-5-yl)-2-cyanoacrylate